CC(C(=O)NS(=O)(=O)C1=CC=C(C)C=C1)=CC(C=CC=CCCCCC)C 2,4-dimethyl-N-p-toluenesulfonyltridecane-2,5,7-trienoic acid amide